o-sulfobenzoic anhydride S(=O)(=O)(O)C1=C(C(=O)OC(C2=C(C=CC=C2)S(=O)(=O)O)=O)C=CC=C1